6-chloro-5-(2-bromoethyl)-1,3-dihydro-indol-2-one ClC1=C(C=C2CC(NC2=C1)=O)CCBr